(S)-9-(6-Fluoropyridin-2-ylmethyl)-2-((R)-3-methylmorpholin-4-yl)-8-trifluoromethyl-6,7,8,9-tetrahydro-pyrimido[1,2-a]-pyrimidin-4-one FC1=CC=CC(=N1)CN1[C@@H](CCN2C1=NC(=CC2=O)N2[C@@H](COCC2)C)C(F)(F)F